C(C)(C)(C)C=1C=C(C(=C(CC2=C(C(=CC(=C2)C)CC2=C(C(=CC(=C2)C(C)(C)C)O)O)O)C1)O)O 2,6-Bis(5-tert-butyl-2,3-dihydroxybenzyl)-4-methylphenol